ClC1=C(C=NN1[C@@H]1C(C1)(F)F)NC1=NC2=CC(=C(C=C2C=N1)C)[C@@H]1[C@H](CN(CC1)[C@@H]1COC[C@@H]1OC)F (S)-(3R,4R)-(3R,4R)-N-[5-chloro-1-(2,2-difluorocyclopropyl)-1H-pyrazol-4-yl]-7-[3-fluoro-1-(4-methoxyoxolan-3-yl)piperidin-4-yl]-6-methylquinazolin-2-amine